FC(CNC(=O)N1CC2(CC2)[C@@H]([C@@H]1CC=1C(=C(C=CC1)C1=CC(=CC(=C1)F)F)F)NS(=O)(=O)CF)F (6S,7S)-N-(2,2-difluoroethyl)-7-((fluoromethyl)sulfonamido)-6-((2,3',5'-trifluoro-[1,1'-biphenyl]-3-yl)methyl)-5-azaspiro[2.4]heptane-5-carboxamide